Ethyl-(1H-Pyrrol-2-yl)(5-(trifluoromethyl)pyridin-2-yl)methanone C(C)C=1C(=NC=C(C1)C(F)(F)F)C(=O)C=1NC=CC1